CON1CN=CC=C1 3-methoxypyrimidine